CC1=NNC(=C1)C.[Na] Sodium 3,5-dimethylpyrazole